7-(1,4-diazepan-1-yl)-2-(2-methylimidazo[1,2-b]pyridazin-6-yl)pyrido[1,2-a]pyrimidin-4-one N1(CCNCCC1)C=1C=CC=2N(C(C=C(N2)C=2C=CC=3N(N2)C=C(N3)C)=O)C1